4-oxobutyric acid oxime dilithium salt [Li+].[Li+].O=CCCC([O-])=NO.O=CCCC([O-])=NO